(1R,6S)-2,5-dioxabicyclo[4.1.0]heptane-7-carboxylic acid [C@@H]12OCCO[C@H]2C1C(=O)O